C(CCC=CC)(=O)O hex-4-enoic Acid